BrC1=CC=C2C(=NN(C2=C1)CC(F)(F)F)C1CC1 6-bromo-3-cyclopropyl-1-(2,2,2-trifluoroethyl)indazole